C(C)OC(=O)C=1N=C2N(C=C(C=C2COC)C(F)(F)F)C1.FC=1C=CC(=NC1)C(=O)NC1=NC(=CC=C1)CC1CCN(CC1)C 5-fluoro-N-(6-((1-methylpiperidin-4-yl)methyl)pyridin-2-yl)pyridinecarboxamide ethyl-8-(methoxymethyl)-6-(trifluoromethyl)imidazo[1,2-a]pyridine-2-carboxylate